IC1=CNC2=CN=CC(=C21)C=2C=C1CCN(CC1=CC2)C(=O)OC(C)(C)C tert-butyl 6-(3-iodo-1H-pyrrolo[2,3-c]pyridin-4-yl)-3,4-dihydroisoquinoline-2(1H)-carboxylate